2-[(tert-butyldimethylsilyl)oxy]propan-2-ol [Si](C)(C)(C(C)(C)C)OC(C)(C)O